COC1=CC=C(CN(C=2C=3N(C(=C(N2)C=2C=C(C#N)C=CC2)Br)N=C(N3)C(C3=NC=CC=C3)O)CC3=CC=C(C=C3)OC)C=C1 3-(8-(bis(4-methoxybenzyl)amino)-5-bromo-2-(hydroxy(pyridin-2-yl)methyl)-[1,2,4]triazolo[1,5-a]pyrazin-6-yl)benzonitrile